6-(3-(6,7-dihydropyrazolo[1,5-a]pyrimidin-4(5H)-yl)-7,8-dihydro-1,6-naphthyridin-6(5H)-yl)-5-methyl-N-(pyridin-4-ylmethyl-d2)pyridazine-3-carboxamide N1=CC=C2N1CCCN2C=2C=NC=1CCN(CC1C2)C2=C(C=C(N=N2)C(=O)NC([2H])([2H])C2=CC=NC=C2)C